(6-(tert-butoxycarbonyl)-5,6,7,8-tetrahydro-1,6-naphthyridin-2-yl)-phosphinic Acid C(C)(C)(C)OC(=O)N1CC=2C=CC(=NC2CC1)P(O)=O